guanINE N1C(N)=NC=2N=CNC2C1=O